ClC=1C(=NC=C(N1)Cl)/C(/C(=O)OCC)=N/N (Z)-Ethyl 2-(3,5-dichloropyrazin-2-yl)-2-hydrazonoacetate